5-chloro-2-(difluoromethyl)-N-((1r,4r)-4-((2-oxo-3-(6-(3-oxomorpholino)pyridin-3-yl)-2,3-dihydro-1H-benzo[d]imidazol-1-yl)methyl)cyclohexyl)nicotinamide ClC=1C=NC(=C(C(=O)NC2CCC(CC2)CN2C(N(C3=C2C=CC=C3)C=3C=NC(=CC3)N3C(COCC3)=O)=O)C1)C(F)F